C1(CC1)OC1=CC=C2C(=NC=NC2=C1)O[C@@H]1CC[C@H](CC1)N1C(N(CC1=O)C=1C=NC=C(C1)C(F)(F)F)=O 3-(trans-4-{[7-(cyclopropyloxy)-4-quinazolinyl]oxy}cyclohexyl)-1-[5-(trifluoromethyl)-3-pyridinyl]-2,4-imidazolidinedione